2-[2-chloro-4-(tri-fluoromethoxy)-phenoxy]-N-(1-methyl-2-oxo-4-pyridyl)-5-(trifluoro-methyl)pyridine ClC1=C(OC2N(C=C(C=C2)C(F)(F)F)C2=CC(N(C=C2)C)=O)C=CC(=C1)OC(F)(F)F